[PH2](=O)[O-].[NH4+] monoammonium hypophosphite